phenoxyethyl isobutyrate (phenoxyethyl isobutyrate) O(C1=CC=CC=C1)CCC(C(=O)O)(C)C.C(C(C)C)(=O)OCCOC1=CC=CC=C1